(s)-1-Ethyl-5-oxopyrrolidin-3-yl (8-amino-7-fluoro-6-(8-methyl-2,3-dihydro-1H-pyrido[2,3-b][1,4]oxazin-7-yl)isoquinolin-3-yl)carbamate NC=1C(=C(C=C2C=C(N=CC12)NC(O[C@@H]1CN(C(C1)=O)CC)=O)C1=C(C2=C(OCCN2)N=C1)C)F